C12(CC3CC(CC(C1)C3)C2)NC=2NC(/C(/N2)=C/C=2C=C3N=CC=NC3=CC2)=O (4Z)-2-(1-adamantylamino)-4-(quinoxalin-6-ylmethylene)-1H-imidazol-5-one